(4-fluoro-3-methylphenyl)(4-(trifluoromethyl)cyclohexyl)methylamine FC1=C(C=C(C=C1)NCC1CCC(CC1)C(F)(F)F)C